N1(N=NC2=C1C=CC=C2)CC#N 1H-benzotriazole-1-acetonitrile